N-(5-chloro-3-fluoropyridin-2-yl)-1H-pyrrolo[3,2-h]quinoline-3-sulfonamide ClC=1C=C(C(=NC1)NS(=O)(=O)C1=CNC2=C1C=CC=1C=CC=NC21)F